n-butyl-1-(ethylcarbamoyl)-4-(4-fluorophenyl)pyrrolidine-3-carboxamide C(CCC)C1N(CC(C1C(=O)N)C1=CC=C(C=C1)F)C(NCC)=O